(S)-1-Ethylpyrrolidine-2-carboxylic acid [(3R,5S)-1-(8-cyano-quinolin-5-yl)-5-trifluoromethyl-piperidin-3-yl]-amide C(#N)C=1C=CC(=C2C=CC=NC12)N1C[C@@H](C[C@@H](C1)C(F)(F)F)NC(=O)[C@H]1N(CCC1)CC